(1-(1-aminoethyl)cyclopropyl)methanol NC(C)C1(CC1)CO